O=C1NC(CCC1N1C(C2=CC=CC(=C2C1=O)NCC1=CC=C(CN2C(CN(CC2)C=2C=CC(=NC2)C(=O)N)(C)C)C=C1)=O)=O 5-(4-(4-((2-(2,6-dioxopiperidin-3-yl)-1,3-dioxoisoindolin-4-ylamino)methyl)benzyl)-3,3-dimethylpiperazin-1-yl)picolinamide